NC1=CC=C(C=C1)[C@@H]1[C@H]([C@@H](C[C@@H](C1)OCC)C(NC1=C(C=C(C=C1)C(F)(F)F)F)=O)C(=O)O (1R,2S,4R,6R)-2-(4-aminophenyl)-4-ethoxy-6-((2-fluoro-4-(trifluoromethyl)phenyl)carbamoyl)cyclohexane-1-carboxylic acid